amino-4-[4-aminophenylamino]-9,10-dioxo-9,10-dihydroanthracene-2-sulfonate NC1=C(C=C(C=2C(C3=CC=CC=C3C(C12)=O)=O)NC1=CC=C(C=C1)N)S(=O)(=O)[O-]